SC(CC(=O)OC(CCC)OC(CC(CC)S)=O)CC butanediol bis(3-mercaptovalerate)